CC1OCCC1O 2-methyl-3-tetrahydrofuranol